3-bromo-5-(difluoromethyl)aniline Cis-3-(3-(2-(3-methylisoxazol-5-yl)acetamido)-1H-1,2,4-triazol-1-yl)cyclopentyl-(1-methyl-cyclopropyl)carbamate CC1=NOC(=C1)CC(=O)NC1=NN(C=N1)[C@H]1C[C@H](CC1)N(C(O)=O)C1(CC1)C.BrC=1C=C(N)C=C(C1)C(F)F